BrC=1C=C2C(=C3C(=C4CCC[N+]5=C4C(=C3)CCC5)OC2=CC1Cl)C1=C(C=C(C=C1)S(=O)(=O)O)S(=O)(=O)[O-] 2-(11-bromo-12-chloro-1,2,3,5,6,7-hexahydrochromeno[2,3-f]pyrido[3,2,1-ij]quinolin-4-ium-9-yl)-5-sulfobenzenesulfonate